2-methoxy-6-methyl-4-(trifluoromethoxy)aniline COC1=C(N)C(=CC(=C1)OC(F)(F)F)C